8-(4-(4-oxopent-2-enoyl)piperazin-1-yl)quinoline O=C(C=CC(=O)N1CCN(CC1)C=1C=CC=C2C=CC=NC12)C